CC1=NOC(=C1C1=CC=C2C(=N1)NC=C2C2=NC(=NC=C2C(F)(F)F)N[C@@H]2CN(C[C@@H](C2)O)C(=O)OC(C)(C)C)C tert-butyl (3S,5R)-3-[[4-[6-(3,5-dimethylisoxazol-4-yl)-1H-pyrrolo[2,3-b]pyridin-3-yl]-5-(trifluoromethyl)pyrimidin-2-yl]amino]-5-hydroxy-piperidine-1-carboxylate